C12OCC(C1)(C2)C=2N=C1N(C=C(C(=N1)OC(C)C)C(=O)NC=1C(N(C=CC1)[C@H]1[C@H](C1)F)=O)C2 |r| (rac)-Cis-2-(2-oxabicyclo[2.1.1]hexan-4-yl)-N-(1-(2-fluorocyclopropyl)-2-oxo-1,2-dihydropyridin-3-yl)-7-isopropoxyimidazo[1,2-a]pyrimidine-6-carboxamide